2-O-chloroacetyl-alpha-L-rhamnose ClCC(=O)O[C@H]1[C@H](O)O[C@H]([C@@H]([C@H]1O)O)C